Bis(p-tolyl)methylene(cyclopentadienyl)(2,7-dimethyl-3,6-di-tert-butylfluorenyl)zirconium dichloride [Cl-].[Cl-].C1(=CC=C(C=C1)C(=[Zr+2](C1=C(C(=CC=2C3=CC(=C(C=C3CC12)C)C(C)(C)C)C(C)(C)C)C)C1C=CC=C1)C1=CC=C(C=C1)C)C